[4-({methyl[6-(trifluoromethyl)pyridin-2-yl]amino}methyl)phenyl]methanol CN(C1=NC(=CC=C1)C(F)(F)F)CC1=CC=C(C=C1)CO